NC1=NC=CC=C1CCC[C@@H](C(=O)OC)NC(=O)OC(C)(C)C methyl (2S)-5-(2-aminopyridin-3-yl)-2-{[(tert-butoxy)carbonyl]amino}pentanoate